COC=1C=C(C=CC1OC)CN[C@H](C)C1=CC=CC=C1 (R)-3,4-dimethoxy-N-(1-phenylethyl)-Benzenemethanamine